ClC=1C=C(C(=O)N2CC=3C(C[C@H]2C)=NN(C3C(=O)OCC)[C@@H](CNC(C)C3=NC=C(C=N3)C(F)(F)F)C)C=CC1Cl (6R)-ethyl 5-(3,4-dichlorobenzoyl)-6-methyl-2-((2R)-1-((1-(5-(trifluoromethyl)pyrimidin-2-yl)ethyl)amino)propan-2-yl)-4,5,6,7-tetrahydro-2H-pyrazolo[4,3-c]pyridine-3-carboxylate